7-[(tert-butyldimethylsilyl)oxy]-8-[9-(5-carboxypentyl)-11,11,12,12-tetramethyl-1,1,1-triphenyl-2,10-dioxa-7-aza-11-silatridecan-7-yl]octanoic acid [Si](C)(C)(C(C)(C)C)OC(CCCCCC(=O)O)CN(CCCCOC(C1=CC=CC=C1)(C1=CC=CC=C1)C1=CC=CC=C1)CC(O[Si](C(C)(C)C)(C)C)CCCCCC(=O)O